n-propylurea C(CC)NC(=O)N